I[Zn]C1CCN(CC1)C(=O)OC(C)(C)C iodo-[1-[(2-methylpropan-2-yl)oxycarbonyl]piperidin-4-yl]zinc